(1R)-1-[5-(2,5-Difluorophenyl)-1,3,4-thiadiazol-2-yl]-6-azaspiro[2.5]octan-6-sulfonamid FC1=C(C=C(C=C1)F)C1=NN=C(S1)[C@@H]1CC12CCN(CC2)S(=O)(=O)N